CC1(NC(CC(C1)OC1=CC=C(N=N1)C1=NC=C(C=C1O)N1N=NC=C1)(C)C)C 2-{6-[(2,2,6,6-tetramethylpiperidin-4-yl)oxy]pyridazin-3-yl}-5-(1H-1,2,3-triazol-1-yl)pyridin-3-ol